C(CS)(=O)OCCCCCCCCCCCCCCCCCC stearyl thioglycolate